(1S,2S,3R,4R)-3-(1-Acetamido-2-propylpentyl)-4-guanidino-2-hydroxycyclopentanecarboxylic acid C(C)(=O)NC(C(CCC)CCC)[C@@H]1[C@@H]([C@H](C[C@H]1NC(=N)N)C(=O)O)O